FC(OC1=CC=C(OC2=C(C=NC(=C2)C(F)(F)F)C(=O)NC2=CN=NC=C2)C=C1)F 4-[4-(difluoromethoxy)phenoxy]-N-pyridazin-4-yl-6-(trifluoromethyl)pyridine-3-carboxamide